[N+](=O)([O-])C1=CC=C(C(=O)O[C@@H]2C[C@H]([C@H]3[C@@H]2OC(C3)OC)O[Si](C3=CC=CC=C3)(C3=CC=CC=C3)C(C)(C)C)C=C1 (3aR,4R,6R,6aS)-4-((Tert-butyldiphenylsilyl)oxy)-2-methoxyhexahydro-2H-cyclopenta[b]furan-6-yl (4-nitrobenzoate)